C(C)NC(=O)N[C@H]1C[C@H](C2=CC(=C3C=C(N=CC3=C21)C2CC2)S(NCC(C)(C)F)(=O)=O)NC(NCC)=O |r| 1-ethyl-3-[cis-(7RS,9SR)-3-cyclopropyl-7-(ethylcarbamoylamino)-5-[(2-fluoro-2-methylpropyl)sulfamoyl]-8,9-dihydro-7H-cyclopenta[h]isoquinolin-9-yl]urea